[N+](=O)([O-])C=1C=C(C=C(C1)[N+](=O)[O-])S(=O)(=O)O 3,5-dinitrobenzenesulfonic acid